1-(2-fluoroethyl)-6-(4,4,5,5-tetramethyl-1,3,2-dioxaborolan-2-yl)-1H-benzo[d][1,2,3]triazole FCCN1N=NC2=C1C=C(C=C2)B2OC(C(O2)(C)C)(C)C